NC1=C(C(=NN1C1=C(C(=CC=C1C)O)C)C=1SC(=CN1)C)C(=O)N 5-amino-1-(3-hydroxy-2,6-dimethylphenyl)-3-(5-methylthiazol-2-yl)-1H-pyrazole-4-carboxamide